tert-butyl N-[5-(3,5-dichlorophenyl)-5-(trifluoromethyl)-4H-isoxazol-3-yl]carbamate ClC=1C=C(C=C(C1)Cl)C1(CC(=NO1)NC(OC(C)(C)C)=O)C(F)(F)F